CC1(COC1)COC1=CC2=C(N(C=N2)C2=NC3=C(C=CC=C3C=C2)O)C=C1 2-[5-[(3-Methyloxetan-3-yl)methoxy]benzimidazol-1-yl]quinolin-8-ol